C(C)(C)(C)OC(=O)N1CCC2(CC1)C(C=1N(N=C3C1CCC3)C2)=NS(=O)C(C)(C)C 8-((tert-butylsulfinyl)imino)-1,2,3,8-tetrahydro-6H-spiro[cyclopenta[d]pyrrolo[1,2-b]pyrazole-7,4'-piperidine]-1'-carboxylic acid tert-butyl ester